(R)-3-(1-acetyl-4-ethoxypiperidin-4-yl)-5-chloro-1,7-dimethyl-8-(pyrrolidin-3-yloxy)-1,6-naphthyridin-2(1H)-one C(C)(=O)N1CCC(CC1)(OCC)C=1C(N(C2=C(C(=NC(=C2C1)Cl)C)O[C@H]1CNCC1)C)=O